C(CCCCCCCCCCCCCCCCCCCCCCCCCCCCC)OC(CC(O)(C(=O)O)CC(=O)O)=O citric acid triacontyl ester